phenyl (5-(piperidin-1-yl)pyrazin-2-yl)carbamate N1(CCCCC1)C=1N=CC(=NC1)NC(OC1=CC=CC=C1)=O